2-methyl-dotriacontane CC(C)CCCCCCCCCCCCCCCCCCCCCCCCCCCCCC